hydroxydicyanoisophorone OC1(C(=C(C(=O)CC1(C)C)C#N)C)C#N